4-oxa-1,6-heptanediol C(CCOCC(C)O)O